(Z)-3-(4-((21-(4-(4-chloro-1,2-diphenylbut-1-en-1-yl)phenoxy)-19-methyl-3,6,9,12,15-pentaoxa-19-azaheneicosyl)thio)-1-oxoisoindolin-2-yl)piperidine-2,6-dione ClCC/C(=C(\C1=CC=CC=C1)/C1=CC=C(OCCN(CCCOCCOCCOCCOCCOCCSC2=C3CN(C(C3=CC=C2)=O)C2C(NC(CC2)=O)=O)C)C=C1)/C1=CC=CC=C1